FC=1C=CC(=C(C=O)C1)C1=C(C=NN1C)CO 5-fluoro-2-[4-(hydroxymethyl)-1-methyl-1H-pyrazol-5-yl]benzaldehyde